5-Bromo-3-methylbenzo[d]oxazol-2(3H)-one BrC=1C=CC2=C(N(C(O2)=O)C)C1